3-{[(3R)-4-methyl-5-oxomorpholin-3-yl]methoxy}-5-(5-methyl-1,3-thiazol-2-yl)benzoic acid methyl ester COC(C1=CC(=CC(=C1)C=1SC(=CN1)C)OC[C@@H]1N(C(COC1)=O)C)=O